4'-(benzo[d]thiazol-2-yl)-4,4''-bis(3-methyl-9H-carbazol-9-yl)-5',6'-bis(4-(3-methyl-9H-carbazol-9-yl)phenyl)-[1,1':2',1''-terphenyl]-3'-carbonitrile S1C(=NC2=C1C=CC=C2)C2=C(C(=C(C(=C2C2=CC=C(C=C2)N2C1=CC=CC=C1C=1C=C(C=CC21)C)C2=CC=C(C=C2)N2C1=CC=CC=C1C=1C=C(C=CC21)C)C2=CC=C(C=C2)N2C1=CC=CC=C1C=1C=C(C=CC21)C)C2=CC=C(C=C2)N2C1=CC=CC=C1C=1C=C(C=CC21)C)C#N